ethyl [2-cyano-4-(trifluoromethyl)phenyl]carbamate C(#N)C1=C(C=CC(=C1)C(F)(F)F)NC(OCC)=O